C(=O)(OCC1C2=CC=CC=C2C2=CC=CC=C12)N[C@@H](COCC1=CC=CC=C1)C(=O)O Fmoc-O-benzyl-L-serine